C1(CC1)C1=NC=CC(=C1)CO (2-cyclopropyl-4-pyridyl)methanol